2-{3-[2-methoxy-4-(1-methyl-1H-pyrazol-4-yl)anilino]-1H-indazol-6-yl}propan-2-ol COC1=C(NC2=NNC3=CC(=CC=C23)C(C)(C)O)C=CC(=C1)C=1C=NN(C1)C